2-acetamido-N-(thiazol-2-yl)benzamide C(C)(=O)NC1=C(C(=O)NC=2SC=CN2)C=CC=C1